3-(1-benzyl-1H-benzo[d][1,2,3]triazol-5-yl)-5-(2-bromophenyl)-1,2,4-oxadiazole C(C1=CC=CC=C1)N1N=NC2=C1C=CC(=C2)C2=NOC(=N2)C2=C(C=CC=C2)Br